C(C)(C)C1=C(CC=2C(=NC(=NC2)NC2=NC=CC=C2)N)C=C(C(=C1)OC)OC 5-(2-Isopropyl-4,5-dimethoxy-benzyl)-N2-pyridin-2-yl-pyrimidine-2,4-diamine